P(O)(O)O phosphorous acid